C(C)OC(=O)C1=NC(=NO1)C1=C(C=C(C=C1)F)F 3-(2,4-difluorophenyl)-1,2,4-oxadiazole-5-carboxylic acid ethyl ester